NC=1N=C(SC1C(=O)C1=CC=CC=C1)NC1=CC(=C(C=C1)Cl)F [4-amino-2-(4-chloro-3-fluoro-anilino)thiazol-5-yl]-phenyl-methanone